C(#C)C=1C(=CC=C2C=C(C=C(C12)C1=C(C=2N=C(N=C(C2C=N1)N1CCOC[C@@H](C1)NC(C(=C)F)=O)OCC12CCCN2CCC1)F)O)F (R)-N-(4-(7-(8-ethynyl-7-fluoro-3-hydroxynaphthalen-1-yl)-8-fluoro-2-((tetrahydro-1H-pyrrolizin-7a(5H)-yl)methoxy)pyrido[4,3-d]pyrimidin-4-yl)-1,4-oxazepan-6-yl)-2-fluoroacrylamide